ClC=1C=C(C=C(C1)Cl)[C@H](CC(=O)O)NC(=O)C=1C=NN(C1)CCCNC=1NCCN1 (S)-3-(3,5-dichlorophenyl)-3-(1-(3-((4,5-dihydro-1H-imidazol-2-yl)amino)propyl)-1H-pyrazole-4-carboxamido)propionic acid